cis-3-fluoro-4-[[(2R,6R)-6-methylmorpholine-2-carbonyl]amino]pyrrolidine-1-carboxylic acid tert-butyl ester C(C)(C)(C)OC(=O)N1C[C@H]([C@H](C1)NC(=O)[C@H]1CNC[C@H](O1)C)F